C(C)C1=CC2=C(C3=CC=CC=C3C(=C2C=C1)OC(=O)CC(CCCCCCCCCCCCCCCC)C(=O)O)OC(=O)CC(C(=O)O)CCCCCCCCCCCCCCCC 2-ethyl-9,10-bis(2-n-hexadecyl-2-carboxyethyl)carbonyloxyanthracene